N-[(9H-Fluoren-9-ylmethoxycarbonyl)-L-leucyl]-O-isopropyl-L-threonine C1=CC=CC=2C3=CC=CC=C3C(C12)COC(=O)N[C@@H](CC(C)C)C(=O)N[C@@H]([C@H](OC(C)C)C)C(=O)O